C(C)(C)(C)C1=NN(C(=C1O)C(C)(C)C)CC 3,5-Di-tert-butyl-1-ethyl-4-hydroxy-pyrazol